N'-((3-methyl-2-(trifluoromethyl)-6,7-dihydro-5H-cyclopenta[b]pyridin-4-yl)carbamoyl)-1H-pyrazole-3-sulfonimidamide CC=1C(=C2C(=NC1C(F)(F)F)CCC2)NC(=O)N=S(=O)(N)C2=NNC=C2